(3S,4R)-1-(3,4,5-trimethoxyphenyl)-4-(3-hydroxy-4-methoxyphenyl)-3-(2-selenocyanoacetoxymethyl)azetidin-2-one COC=1C=C(C=C(C1OC)OC)N1C([C@@H]([C@@H]1C1=CC(=C(C=C1)OC)O)COC(C[Se]C#N)=O)=O